C(C1=CC=CC=C1)[C@H]1C[C@H](N2C1=CN=C(C2=O)NCC2=CC(=CC(=C2)C)OC)C(=O)O (6S,8S)-8-benzyl-3-((3-methoxy-5-methylbenzyl)amino)-4-oxo-4,6,7,8-tetrahydropyrrolo[1,2-a]pyrazine-6-carboxylic acid